hexacosanedioic acid C(CCCCCCCCCCCCCCCCCCCCCCCCC(=O)O)(=O)O